ICCC\C=C/C(OCCCC)OCCCC (2Z)-6-iodo-1,1-dibutoxy-2-hexene